NC1=CC2=C(N=C(N=C2)NC2=CC=C(C=N2)N2C(CCC2)C(=O)O)N(C1=O)C1CCCC1 1-[6-(6-Amino-8-cyclopentyl-7-oxo-7,8-dihydro-pyrido[2,3-d]pyrimidin-2-ylamino)-pyridin-3-yl]-pyrrolidine-2-carboxylic acid